(3E)-3-(bromomethyl)penta-1,3-diene BrC\C(\C=C)=C\C